3-chloro-1H-Indole-5-carboxaldehyde ClC1=CNC2=CC=C(C=C12)C=O